2-Chloro-N-{2-[4-(difluoromethyl)-1,3-thiazol-5-yl]-2-(4-{[(6-methylpyridazin-3-yl)oxy]methyl}piperidin-1-yl)ethyl}-6-fluorobenzamide ClC1=C(C(=O)NCC(N2CCC(CC2)COC=2N=NC(=CC2)C)C2=C(N=CS2)C(F)F)C(=CC=C1)F